pyridylcobalt dichloride N1=C(C=CC=C1)[Co](Cl)Cl